N-(2-ethynylphenyl)-4-toluenesulfonamide C(#C)C1=C(C=CC=C1)NS(=O)(=O)C1=CC=C(C)C=C1